FC1=CC=C(C=C1)C(C1CN(C1)C(=O)N1C[C@@H]2[C@@H](OCC(N2)=O)CC1)(O)C1=CC=C(C=C1)F (4aR,8aS)-6-(3-(Bis(4-fluorophenyl)(hydroxy)methyl)azetidine-1-carbonyl)hexahydro-2H-pyrido[4,3-b][1,4]oxazin-3(4H)-one